4,4'',5',6'-tetra(9H-carbazol-9-yl)-3'-(2,6-dimethylpyridin-4-yl)-[1,1':4',1''-terphenyl]-2'-carbonitrile C1=CC=CC=2C3=CC=CC=C3N(C12)C1=CC=C(C=C1)C=1C(=C(C(=C(C1N1C2=CC=CC=C2C=2C=CC=CC12)N1C2=CC=CC=C2C=2C=CC=CC12)C1=CC=C(C=C1)N1C2=CC=CC=C2C=2C=CC=CC12)C1=CC(=NC(=C1)C)C)C#N